C(CCCCCCCCCCC)CCC(=S)[O-] β-laurylthiopropionate